1-methoxy-N-(3-methyl-4-((2-(piperidin-1-yl)pyrimidin-5-yl)oxy)phenyl)cyclopropane-1-carboxamide COC1(CC1)C(=O)NC1=CC(=C(C=C1)OC=1C=NC(=NC1)N1CCCCC1)C